dibromoanisole COC1=C(C(=CC=C1)Br)Br